CSCCSCCSCCSCCSCCSCCSCC(=O)O 2,5,8,11,14,17,20-heptathiadocosan-22-oic acid